C(C(C)C)C(=O)CC(C)C dii-butyl ketone